C(C)OC(=O)C1N(CC2=C(C=C(C(=C2C1)OCC1=CC=CC=C1)OC)Br)C=1OC2=C(N1)C=CC(=C2)F 5-(benzyloxy)-8-bromo-2-(6-fluorobenzo[d]oxazol-2-yl)-6-methoxy-1,2,3,4-tetrahydroisoquinoline-3-carboxylic acid ethyl ester